(8-ethyl-7-fluoro-3-(methoxymethoxy)naphthalen-1-yl)-5-hydroxy-3-oxopentanoic acid methyl ester COC(C(C(CCO)=O)C1=CC(=CC2=CC=C(C(=C12)CC)F)OCOC)=O